O1CCN(CC1)C=1C2=C(N=CN1)NC(=C2)C2=CC=C(C=C2)NC(C2=NC=CC(=C2)CN2CC1(C2)CN(CCC1)CCC)=O N-(4-(4-morpholino-7H-pyrrolo[2,3-d]pyrimidin-6-yl)phenyl)-4-((6-propyl-2,6-diazaspiro[3.5]nonan-2-yl)methyl)picolinamide